benzylphenyl ether phosphate P(=O)(O)(O)O.C(C1=CC=CC=C1)OC1=CC=CC=C1